N1(CCCCC1)CCCCCCCCNC=1C=C(C=CC1)N1C(NC(CC1)=O)=O 1-(3-((8-(piperidin-1-yl)octyl)amino)phenyl)dihydropyrimidine-2,4(1H,3H)-dione